N-(3-chlorophenyl)dibenzo[b,d]Thien-4-amine ClC=1C=C(C=CC1)NC1=CC=CC2=C1SC1=C2C=CC=C1